N1=CC=C(C=C1)COCC#CCO 4-(Pyridin-4-ylmethoxy)but-2-yn-1-ol